NC1=CC=C(C(=C1C1=CC(N2[C@@H](CCC2C1)C(=O)OCC(=O)C1=NC=C(C=C1)NC(=O)OC)=O)F)Cl 2-(5-((methoxycarbonyl)amino)pyridin-2-yl)-2-oxoethyl (3S)-7-(6-amino-3-chloro-2-fluorophenyl)-5-oxo-1,2,3,5,8,8a-hexahydroindolizine-3-carboxylate